[B]=O.[Ni].[Mn].[Li] lithium manganese nickel boron oxide